C(C1=CC=CC=C1)OC=1C=C2CCC(=C(C2=CC1)C1=C(C=C(C=C1)N1CCC(CC1)C(OC)OC)C)Br 1-(4-(6-(benzyloxy)-2-bromo-3,4-dihydronaphthalen-1-yl)-3-methylphenyl)-4-(dimethoxymethyl)piperidine